N1=C(C=CC=C1)C1=NC=CC=C1.[Fe] Iron Bipyridine